FC1(CCC1)CN1N=NC(=C1)C(=O)NCC=1SC(=NN1)C1=CC=CC=C1 1-((1-fluorocyclobutyl)methyl)-N-((5-phenyl-1,3,4-thiadiazol-2-yl)methyl)-1H-1,2,3-triazole-4-carboxamide